CC1(CCC(CC1)C1=NC(=NC=2NC(C(=NC12)C)C)N1C[C@@H](OCC1)C=1C=NN(C1)C)C (2S)-4-(4-(4,4-dimethylcyclohexyl)-6,7-dimethyl-7,8-dihydropteridin-2-yl)-2-(1-methyl-1H-pyrazol-4-yl)morpholine